FC(C=1C(=C(C=CC1)[C@@H](C)NS(=O)C(C)(C)C)C)F N-((R)-1-(3-(difluoromethyl)-2-methylphenyl)ethyl)-2-methylpropane-2-sulfinamide